3-((S)-3-((S)-sec-Butyl)-7-chloro-2-oxo-5-phenyl-2,3-dihydro-1H-benzo-[e][1,4]diazepin-1-yl)-N-(methylsulfonyl)propanamide [C@H](C)(CC)[C@@H]1N=C(C2=C(N(C1=O)CCC(=O)NS(=O)(=O)C)C=CC(=C2)Cl)C2=CC=CC=C2